tert-Butyl (3R,5S)-3-(3-((6-((2,5-dichloropyrimidin-4-yl)amino)-3-methyl-2-oxo-2,3-dihydro-1H-benzo[d]imidazol-4-yl)oxy)propyl)-4,4-difluoro-5-methylpiperidine-1-carboxylate ClC1=NC=C(C(=N1)NC=1C=C(C2=C(NC(N2C)=O)C1)OCCC[C@@H]1CN(C[C@@H](C1(F)F)C)C(=O)OC(C)(C)C)Cl